4-Hydroxyethyl-1,3-dioxolan OCCC1OCOC1